2-(3-Cyanophenyl)-N-(2,3-dihydroxy-2-methyl-propyl)-3-(2,6-dimethyl-4-pyridyl)pyrazolo[1,5-a]pyrimidine-5-carboxamide C(#N)C=1C=C(C=CC1)C1=NN2C(N=C(C=C2)C(=O)NCC(CO)(C)O)=C1C1=CC(=NC(=C1)C)C